CSCCC(C(=O)O)=O 4-(methylthio)-2-oxo-Butyric acid